NC=1SC(=C(N1)C=1C(=C(C=CC1)NC(O)=O)F)C1=NC(=NC=C1)Cl.C(C1=CC=CC=C1)(=O)NC1CCNCC1 4-benzoylaminopiperidine {3-[2-amino-5-(2-chloropyrimidin-4-yl)-1,3-thiazol-4-yl]-2-fluorophenyl}carbamate